3,5-dibromo-N-[(2'-oxo-1',2'-dihydro-1H-spiro[piperidine-4,4'-pyrido[2,3-d][1,3]oxazin]-1-yl)carbonyl]-D-tyrosine BrC=1C=C(C[C@@H](NC(=O)N2CCC3(C4=C(NC(O3)=O)N=CC=C4)CC2)C(=O)O)C=C(C1O)Br